ClC=1C2=CN(N=C2C(=C(C1)C1=CC=C(CCNC(OC(C)(C)C)=O)C=C1)Cl)C(C(NC=1SC=CN1)=O)C1=C2N(C=N1)C[C@@H](C2)F tert-Butyl (4-(4,7-dichloro-2-(1-((R)-6-fluoro-6,7-dihydro-5H-pyrrolo[1,2-c]imidazol-1-yl)-2-oxo-2-(thiazol-2-ylamino)ethyl)-2H-indazol-6-yl)phenethyl)carbamate